N1CC(CC1)C1=CC=C(CC[C@@H]2C[C@@H](CCC2)CCC2=CC=C(C(N)=N)C=C2)C=C1 4-(2-((1S,3R)-3-(4-(pyrrolidin-3-yl)phenethyl)cyclohexyl)ethyl)benzimidamide